N-hydroxylsuccinimide ON1C(CCC1=O)=O